Cl.C(C)OC(CC)=O propanoic acid ethyl ester hydrochloride